tert-butyl (3-aminophenethyl)carbamate NC=1C=C(CCNC(OC(C)(C)C)=O)C=CC1